(1s,4s)-4-(2-chloro-3-(9-(3-chlorobenzyl)-6-(1-methylcyclopropoxy)-9H-purin-8-yl)phenoxy)cyclohexane-1-carboxylic acid ClC1=C(OC2CCC(CC2)C(=O)O)C=CC=C1C=1N(C2=NC=NC(=C2N1)OC1(CC1)C)CC1=CC(=CC=C1)Cl